C(C)(=O)C1CC(C1)CC(=O)NC=1C=C(SC1)C1=CN=CC(=N1)C1=CC(=C(C(=O)N(C2CCN(CC2)C)C)C=C1)OC 4-(6-(4-(2-(3-acetylcyclobutyl)acetamido)thiophen-2-yl)pyrazin-2-yl)-2-methoxy-N-methyl-N-(1-methylpiperidin-4-yl)benzamide